5-acetyl-3-(4-(2-methoxyethoxy)phenyl)-7-methylquinoline-2-carbonitrile C(C)(=O)C1=C2C=C(C(=NC2=CC(=C1)C)C#N)C1=CC=C(C=C1)OCCOC